ClC=1N=C(C(=NC1)C(=C)OCC)C 5-chloro-2-(1-ethoxyethenyl)-3-methylpyrazine